NATRIUM SACCHARIN S1(=O)(=O)NC(=O)C2=CC=CC=C12.[Na]